BrC1=NN(C(=N1)C(F)F)C bromo-5-(difluoromethyl)-1-methyl-1H-1,2,4-triazole